2',3'-di-O-acetyl-5'-O-(α-ketoisocaproyl)uridine C(C)(=O)O[C@H]1[C@@H](O[C@@H]([C@H]1OC(C)=O)COC(C(CC(C)C)=O)=O)N1C(=O)NC(=O)C=C1